COC1(C[C@@H](N(C1)C(=O)OC(C)(C)C)C(=O)OC)OC 1-tert-butyl 2-methyl (2R)-4,4-dimethoxypyrrolidine-1,2-dicarboxylate